N-(tert-butyl)-5-(1-(4-(ethylsulfonamido)-2-(6-azaspiro[2.5]octan-6-yl)phenyl)-1H-1,2,3-triazol-4-yl)furan-2-sulfonamide C(C)(C)(C)NS(=O)(=O)C=1OC(=CC1)C=1N=NN(C1)C1=C(C=C(C=C1)NS(=O)(=O)CC)N1CCC2(CC2)CC1